N[C@H](C(=O)O)CC1=NC(=CC=C1)C(N)=O (S)-2-amino-3-(6-carbamoylpyridin-2-yl)propanoic acid